FC=1C=C(C2=CN(N=C2C1C(=O)NC=1C=C(C=2N(C1)C=C(N2)C)F)C)N2CCNCC2 6-fluoro-N-{8-fluoro-2-methylimidazo[1,2-a]pyridin-6-yl}-2-methyl-4-(piperazin-1-yl)indazole-7-carboxamide